ethyl-(3-methylbutyl)amine C(C)NCCC(C)C